tertbutyl 4-[[7-(2-cyano-3,6-difluoro-phenoxy)quinoxalin-2-yl]methyl]piperidine-1-carboxylate C(#N)C1=C(OC2=CC=C3N=CC(=NC3=C2)CC2CCN(CC2)C(=O)OC(C)(C)C)C(=CC=C1F)F